thiadiazolineamine S1N(N=CC1)N